CC1=NN(C(=N1)C)C1=NC(=NC=C1F)N1CCC(CC1)(C(=O)Cl)F 1-(4-(3,5-dimethyl-1H-1,2,4-triazol-1-yl)-5-fluoropyrimidin-2-yl)-4-fluoropiperidine-4-carbonyl chloride